(±)-6-Methyl-N-(methylsulfonyl)-2-(3-((2-(trifluoromethyl)phenoxy)methyl)pyrrolidin-1-yl)pyrimidine-4-carboxamide CC1=CC(=NC(=N1)N1C[C@@H](CC1)COC1=C(C=CC=C1)C(F)(F)F)C(=O)NS(=O)(=O)C |r|